3-[[3-[(ethylsulfonimidoyl)amino]-2-fluoro-phenyl]methyl]-7-[(3-fluoro-2-pyridyl)oxy]-4-methyl-chromen-2-one C(C)S(=O)(=N)NC=1C(=C(C=CC1)CC=1C(OC2=CC(=CC=C2C1C)OC1=NC=CC=C1F)=O)F